tert-butyl (3S,5S)-3-carbamoyl-9-methoxy-7-(4-methoxybenzyl)-6-oxo-2,7-diazaspiro[4.4]nonane-2-carboxylate C(N)(=O)[C@H]1N(C[C@]2(C1)C(N(CC2OC)CC2=CC=C(C=C2)OC)=O)C(=O)OC(C)(C)C